Cl.NCC(C(=O)OCC)(C)CO ethyl 3-amino-2-(hydroxymethyl)-2-methylpropanoate hydrochloride